2-chloro-N-(4-(5-fluoropyridin-2-yl)benzyl)-9-(tetrahydro-2H-pyran-2-yl)-9H-purin-6-amine ClC1=NC(=C2N=CN(C2=N1)C1OCCCC1)NCC1=CC=C(C=C1)C1=NC=C(C=C1)F